OC[C@]1([C@@H](O)[C@H](O)[C@H](O1)CO)N[C@@H](C(C)C)C(=O)O α-fructosylvaline